8-((8-(didecylamino)-8-oxooctyl)(5-hydroxypentyl)amino)octyl (2-ethylhexyl) carbonate C(OCCCCCCCCN(CCCCCO)CCCCCCCC(=O)N(CCCCCCCCCC)CCCCCCCCCC)(OCC(CCCC)CC)=O